(R)-2-cyclohexyl-2-((5-fluoro-2-(1-(2-fluorobenzyl)-5-(isoxazol-3-yl)-1H-pyrazol-3-yl)pyrimidin-4-yl)amino)acetic acid C1(CCCCC1)[C@H](C(=O)O)NC1=NC(=NC=C1F)C1=NN(C(=C1)C1=NOC=C1)CC1=C(C=CC=C1)F